ClC1=C(C(=O)N(CC=2OC=CC2)CC2=C(C=CC(=C2)N(C)CC)N(S(=O)(=O)C=2C=CC3=C(C(=C(O3)C(=O)OCC)C)C2)CC)C=CC=C1 ethyl 5-(N-(2-((2-chloro-N-(furan-2-ylmethyl) benzoylamino) methyl)-4-(ethyl (methyl) amino) phenyl)-N-ethylsulfamoyl)-3-methylbenzofuran-2-carboxylate